3-((1-(difluoromethyl)cyclopropyl)methoxy)-1H-pyrazole-1-carboxylic acid tert-butyl ester C(C)(C)(C)OC(=O)N1N=C(C=C1)OCC1(CC1)C(F)F